tert-butyl (2-(((2S,5S)-5-((tert-butoxycarbonyl)amino)hexan-2-yl)oxy)pyridin-4-yl)(1-(tert-butyl)-3-((1S,3R)-3-(((4-nitrophenoxy)carbonyl)oxy)cyclopentyl)-1H-pyrazol-5-yl)carbamate C(C)(C)(C)OC(=O)N[C@H](CC[C@H](C)OC1=NC=CC(=C1)N(C(OC(C)(C)C)=O)C1=CC(=NN1C(C)(C)C)[C@@H]1C[C@@H](CC1)OC(=O)OC1=CC=C(C=C1)[N+](=O)[O-])C